OC1=C(C2=CC=C3C(=CC(=C4C=CC(=C1Br)C2=C43)Br)Br)Br 2-hydroxy-1,3,6,8-tetrabromopyrene